tert-butyl 3-(hydroxymethyl)-3-nitroazetidine-1-carboxylate OCC1(CN(C1)C(=O)OC(C)(C)C)[N+](=O)[O-]